5-methoxyisophthalamide COC=1C=C(C=C(C(=O)N)C1)C(=O)N